2-[3-(N-benzyl-N-methylamino)propyl]-1,2,3,4-tetrahydrobenzofuro[3,2-c]pyridine C(C1=CC=CC=C1)N(C)CCCN1CC2=C(CC1)OC1=C2C=CC=C1